C(C)(C)(C)OC(=O)N1CCC(CC1)OC1=C(C=C(NC=2C(=NC(=C(N2)NC)C=2C3=C(C=NC2)N(C=N3)C)C(=O)OC)C=C1F)F Methyl 3-[4-[(1-tert-butoxycarbonyl-4-piperidyl)oxy]-3,5-difluoro-anilino]-5-(methylamino)-6-(3-methylimidazo[4,5-c]pyridin-7-yl)pyrazine-2-carboxylate